C(OCC1=NN2C([C@H](OCC2)C)=C1)(OC1=CC=C(C=C1)[N+](=O)[O-])=O (R)-(4-methyl-6,7-dihydro-4H-pyrazolo[5,1-c][1,4]oxazin-2-yl)methyl (4-nitrophenyl) carbonate